C(C1=CC=CC=C1)OC(=O)N(C(C(=O)OC(C)(C)C)CC1=CC=C(C=C1)C)CC tert-Butyl 2-(((benzyloxy)carbonyl)(ethyl) amino)-3-(p-tolyl)propanoate